(thiophene-2-carbonyl)piperazine-2-carboxylic acid S1C(=CC=C1)C(=O)N1C(CNCC1)C(=O)O